6-bromo-1-methyl-4-[4-(5-methyl-1,3-benzooxazol-2-yl)piperidin-1-yl]-2-oxo-1,2-dihydroquinoline-3-carbonitrile BrC=1C=C2C(=C(C(N(C2=CC1)C)=O)C#N)N1CCC(CC1)C=1OC2=C(N1)C=C(C=C2)C